FC1(CN(CCC1C(=O)N1CCOC2=C(C1)C=NC=C2C#N)C=2C=1N(C=CN2)N=CN1)F 4-[3,3-difluoro-1-([1,2,4]triazolo[1,5-a]pyrazin-8-yl)piperidine-4-carbonyl]-3,5-dihydro-2H-pyrido[3,4-f][1,4]oxazepine-9-carbonitrile